N-(phenylsulfonyl)benzamide C1(=CC=CC=C1)S(=O)(=O)NC(C1=CC=CC=C1)=O